C(CCCCC)[P+](CCCCCCCCCCCCCC)(CCCCCC)CCCCCC trihexyl-(tetradecyl)-phosphonium